(S)-2-(4-(7-(8-chloro-7-fluoronaphthalen-1-yl)-2-((1-methylazetidin-3-yl)oxy)-5,6,7,8-tetrahydropyrido[3,4-d]pyrimidin-4-yl)-1-(2-fluoroacryloyl)piperazin-2-yl)acetonitrile ClC=1C(=CC=C2C=CC=C(C12)N1CC=2N=C(N=C(C2CC1)N1C[C@@H](N(CC1)C(C(=C)F)=O)CC#N)OC1CN(C1)C)F